FC1=C(C=C(C=C1)F)N1C(N([C@H](C1)C#N)C1=CN=CC2=CC=CC=C12)=O (R)-1-(2,5-difluorophenyl)-3-(isoquinolin-4-yl)-2-oxoimidazoline-4-carbonitrile